O=C(/C=C/C1=CC=C(OCC(=O)OC)C=C1)C=1SC=CN1 methyl (E)-2-(4-(3-oxo-3-(thiazol-2-yl)prop-1-en-1-yl)phenoxy)acetate